2-Amino-4-(6-chloro-8-fluoro-2-(((S,E)-4-(fluoromethylene)-1,3-dimethylpiperidin-3-yl)methoxy)-4-((R)-3-hydroxy-3-methylpiperidin-1-yl)quinazolin-7-yl)benzo[b]thiophene-3-carbonitrile NC1=C(C2=C(S1)C=CC=C2C2=C(C=C1C(=NC(=NC1=C2F)OC[C@@]/2(CN(CC\C2=C/F)C)C)N2C[C@](CCC2)(C)O)Cl)C#N